N[C@@](C(=O)OC(C)(C)C)(C)C1=C(C=C(C=C1)OC)[N+](=O)[O-] tert-Butyl (S)-2-amino-2-(4-methoxy-2-nitrophenyl)propanoate